C(C)(C)(C)OC(=O)N1[C@@H]([C@@H](N(CC1)C1=C2C(=CC=NC2=C(C=C1)C#N)O)CO)C |r| (±)-rel-(2R,3R)-4-(8-cyano-4-hydroxyquinolin-5-yl)-3-(hydroxymethyl)-2-methylpiperazine-1-carboxylic acid tert-butyl ester